C1(=CC=C(C=C1)N(C1=CC=C(C=C1)C1=C(SC=C1)C=O)C1=CC=C(C=C1)C)C (4-(di-p-tolylamino)phenyl)thiophene-2-carbaldehyde